1-methyl-2,3-dihydroxycyclohexene CC1=C(C(CCC1)O)O